(E)-1H-1,3-benzodiazol-3-ium iodide [I-].N1C=[NH+]C2=C1C=CC=C2